[Cl-].[Cl-].[Cl-].C(=C)[Ti+3] vinyl-titanium trichloride